6-(4-Fluorophenyl)-8-methoxy-N-(1-(3-methyl-1,2,4-oxadiazol-5-yl)ethyl)quinazolin-4-amine FC1=CC=C(C=C1)C=1C=C2C(=NC=NC2=C(C1)OC)NC(C)C1=NC(=NO1)C